O=C1NC(CCC1N1C(C2=CC=C(C=C2C1=O)N1CCN(CC1)CC#CCCOCCN1[C@H](CN(CC1)C1=NC=NC(=C1)C1=NNC2=CC=C(C=C12)OC(C)C)C)=O)=O 2-(2,6-dioxo-3-piperidyl)-5-[4-[5-[2-[(2S)-4-[6-(5-isopropoxy-1H-indazol-3-yl)pyrimidin-4-yl]-2-methyl-piperazin-1-yl]ethoxy]pent-2-ynyl]piperazin-1-yl]isoindoline-1,3-dione